ClC1=C(C(=O)OCC(CC[C@@H]2C(NCC2)=O)=O)C(=CC=C1)Cl 2-oxo-4-[(3S)-2-oxopyrrolidin-3-yl]butyl 2,6-dichlorobenzoate